FC=1C=C(CO)C=C(C1O)F 3,5-difluoro-4-hydroxy-benzyl alcohol